2'-methoxyuridine 3'-phosphate P(=O)(O)(O)O[C@H]1[C@]([C@@H](O[C@@H]1CO)N1C(=O)NC(=O)C=C1)(O)OC